C(C1=CC(=C(C(=C1)C)O)CC1=C(C=C(C=C1)O)O)C1=CC(=C(C(=C1)C)O)CC1=C(C=C(C=C1)O)O 4,4'-methylenebis[2-[(2,4-dihydroxyphenyl)methyl]-6-methylphenol]